(S)-5-((R)-2-hydroxypentanoyl)-N-((S)-3-oxo-1-((S)-2-oxopyrrolidin-3-yl)-4-(trifluoromethoxy)butan-2-yl)-5-azaspiro[2.4]heptane-6-carboxamide O[C@@H](C(=O)N1CC2(CC2)C[C@H]1C(=O)N[C@@H](C[C@H]1C(NCC1)=O)C(COC(F)(F)F)=O)CCC